CS(=O)(=O)C=1N=CC2=C(N1)NC(C(=C2)C2CCN(CC2)C(=O)OC(C)(C)C)=O tert-Butyl 4-(2-(methylsulfonyl)-7-oxo-7,8-dihydropyrido[2,3-d]pyrimidin-6-yl)piperidine-1-carboxylate